7-[5-(1,6-diazaspiro[3.5]nonan-1-yl)[1,3]thiazolo[5,4-d][1,3]thiazol-2-yl]-4-(1H-pyrazol-4-yl)-1H-pyrrolo[2,3-c]pyridine N1(CCC12CNCCC2)C=2SC1=C(N2)SC(=N1)C=1N=CC(=C2C1NC=C2)C=2C=NNC2